[Cl-].C1(=CC=CC=C1)N1N=C2[N+](=C1)CCC2 2-phenyl-2,5,6,7-tetrahydropyrrolo[2,1-C][1,2,4]triazol-4-ium chloride